4-(1-(4-cyclobutyl-5-(5-ethoxy-4H-1,2,4-triazol-3-yl)-2-methylbenzoyl)piperidin-4-yl)benzonitrile C1(CCC1)C1=CC(=C(C(=O)N2CCC(CC2)C2=CC=C(C#N)C=C2)C=C1C1=NN=C(N1)OCC)C